Cl.NC1(CC(C1)(F)F)C(=O)OC methyl 1-amino-3,3-difluorocyclobutane-1-carboxylate hydrochloride